(S)-2-amino-3-(7-phenyl-1H-indol-3-yl)propionic acid hydrochloride Cl.N[C@H](C(=O)O)CC1=CNC2=C(C=CC=C12)C1=CC=CC=C1